tert-butyl 5-(1-((3-phenylpropyl)carbamoyl)-1H-benzo[d]imidazol-4-yl)hexahydropyrrolo[3,4-c]pyrrole-2(1H)-carboxylate C1(=CC=CC=C1)CCCNC(=O)N1C=NC2=C1C=CC=C2N2CC1C(C2)CN(C1)C(=O)OC(C)(C)C